[2-(3,4-difluoroanilino)-4-methyl-1,3-thiazol-5-yl][4-{difluoromethoxy}phenyl]methanone FC=1C=C(NC=2SC(=C(N2)C)C(=O)C2=CC=C(C=C2)OC(F)F)C=CC1F